(3S)-4-(dimethylamino)-3-(9H-fluoren-9-ylmethoxycarbonyl-amino)-4-oxobutanoic acid-2-chlorotrityl ester ClC1=C(C(C2=CC=CC=C2)(C2=CC=CC=C2)OC(C[C@@H](C(=O)N(C)C)NC(=O)OCC2C3=CC=CC=C3C=3C=CC=CC23)=O)C=CC=C1